3-(2-trimethylsilylethoxymethoxy)benzoate C[Si](CCOCOC=1C=C(C(=O)[O-])C=CC1)(C)C